2-(2-aminoethyl)-N-[(5-methylpyrimidin-2-yl)methyl]-1,3-thiazole-4-carboxamide NCCC=1SC=C(N1)C(=O)NCC1=NC=C(C=N1)C